3-(3-nitrobenzylidene)-5-(3,4,5-trimethoxybenzylidene)-N-(4-acetamidobenzenesulfonyl)-4-piperidone [N+](=O)([O-])C=1C=C(C=C2CN(CC(C2=O)=CC2=CC(=C(C(=C2)OC)OC)OC)S(=O)(=O)C2=CC=C(C=C2)NC(C)=O)C=CC1